IC(C(=O)OCC)C ethyl iodopropionate